3-(2-amino-6-methoxy-benzooxazol-5-yl)-1-(2,2-dimethyl-butyl)-1H-pyrazolo[3,4-d]pyrimidine-4,6-diamine NC=1OC2=C(N1)C=C(C(=C2)OC)C2=NN(C1=NC(=NC(=C12)N)N)CC(CC)(C)C